ClC=1C(=CC(=NC1)OC)C1=CC(=NN1)C(=O)N1CCC(CC1)C(=O)NC1CCC(CC1)(C)OC 1-[5-(5-chloro-2-methoxypyridin-4-yl)-1H-pyrazole-3-carbonyl]-N-(4-methoxy-4-methylcyclohexyl)piperidine-4-carboxamide